OC1CCC(N(C1)CC(C)S(=O)C)C=1NC(=CN1)C1=CC=C(C=C1)C 1-(5-hydroxy-2-(5-(p-tolyl)-1H-imidazol-2-yl)piperidin-1-yl)-2-(methylsulfinyl)propan